C(C)OC(C(C)N1N=C(C(=CC1=O)Cl)Cl)=O.BrC=1C=CC(=NC1)OC1=CC(=C(C=C1)F)F 5-bromo-2-(3,4-difluoro-phenoxy)pyridine ethyl-2-(3,4-dichloro-6-oxo-pyridazin-1-yl)propanoate